N1N=CC(=C1)CNC(=O)NC1=CC=C(C=C1)NC=1SC2=C(N1)C=CC=C2 1-((1H-Pyrazol-4-yl)methyl)-3-(4-(benzo[d]thiazol-2-ylamino)phenyl)urea